N-(2-aminoethyl)-3-((2S)-2-hydroxy-3-(8-(naphthalen-2-ylsulfonyl)-1-oxa-8-azaspiro[4.5]decan-3-ylamino)propoxy)benzenesulfonamide NCCNS(=O)(=O)C1=CC(=CC=C1)OC[C@H](CNC1COC2(C1)CCN(CC2)S(=O)(=O)C2=CC1=CC=CC=C1C=C2)O